5-(((1r,4r)-4-acetamidocyclohexyl)(methyl)amino)-N-((4,6-dimethyl-2-oxo-1,2-dihydropyridin-3-yl)methyl)-4-methyl-4'-(morpholinomethyl)-[1,1'-biphenyl]-3-carboxamide C(C)(=O)NC1CCC(CC1)N(C=1C(=C(C=C(C1)C1=CC=C(C=C1)CN1CCOCC1)C(=O)NCC=1C(NC(=CC1C)C)=O)C)C